2-amino-1-(2-(2,4-difluoro-5-methylphenyl)-3-((4-fluorophenyl)amino)-8,8-dimethyl-5,6-dihydroimidazo[1,2-a]pyrazin-7(8H)-yl)ethan-1-one NCC(=O)N1C(C=2N(CC1)C(=C(N2)C2=C(C=C(C(=C2)C)F)F)NC2=CC=C(C=C2)F)(C)C